NC=1N=CC2=C(N1)C1(C(N(C2)C=2C=C(C=CC2C)NC(C2=CC(=CC(=C2)C(F)(F)F)N(C)CCOC)=O)=O)CC1 N-(3-(2'-Amino-7'-oxo-5'H-spiro[cyclopropane-1,8'-pyrido[4,3-d]pyrimidine]-6'(7'H)-yl)-4-methylphenyl)-3-((2-methoxyethyl)(methyl)amino)-5-(trifluoromethyl)benzamide